ClC1=C(C=CC(=C1)NC1=NC=NC2=CC(=C3C(=C12)OCCO3)OC)NC(=O)NC3=NC=CC=C3 1-(2-chloro-4-((5-methoxy-2,3-dihydro-[1,4]dioxino[2,3-f]quinazolin-10-yl)amino)phenyl)-3-(pyridin-2-yl)urea